1,3-dibromo-2-chlorodibenzofuran BrC1=C(C(=CC=2OC3=C(C21)C=CC=C3)Br)Cl